(E)-5-(2-chlorophenyl)pent-3-enoic acid ClC1=C(C=CC=C1)C/C=C/CC(=O)O